3-[2-(2,6-dioxopiperidin-3-yl)-1-oxo-3H-isoindol-4-yl]prop-2-ynal O=C1NC(CCC1N1C(C2=CC=CC(=C2C1)C#CC=O)=O)=O